COC(=O)C=1C(N(C2=CC(=CC=C2C1N)C(F)(F)F)C1=CC=C(C=C1)COC)=O 4-amino-1-(4-(methoxymethyl)phenyl)-2-oxo-7-(trifluoromethyl)-1,2-dihydroquinoline-3-carboxylic acid methyl ester